(R)-N-((S)-1'-(4-cyano-5-(2,3-dichloropyridin-4-yl)-6-methylpyrimidin-2-yl)-1,3-dihydrospiro[indene-2,4'-piperidine]-1-yl)-2-methylpropane-2-sulfinamide C(#N)C1=NC(=NC(=C1C1=C(C(=NC=C1)Cl)Cl)C)N1CCC2(CC1)[C@@H](C1=CC=CC=C1C2)N[S@](=O)C(C)(C)C